2-(1,1-Dimethylethyl)-6-[[3-(1,1-dimethylethyl)-2-hydroxy-5-methylphenyl]methyl]-4-methylphenylacrylat CC(C)(C)C1=C(C(=CC(=C1)C)CC1=C(C(=CC(=C1)C)C(C)(C)C)O)OC(C=C)=O